2-amino-5-bromo-N'-(2,5-difluorobenzoyl)nicotinhydrazide NC1=C(C(=O)NNC(C2=C(C=CC(=C2)F)F)=O)C=C(C=N1)Br